(3S,5R)-1-[3-(1-hydroxyethyl)-6-[5-[(6-methylpyridazin-3-yl)amino]benzimidazol-1-yl]-2-pyridinyl]-5-methyl-pyrrolidine-3-carbonitrile OC(C)C=1C(=NC(=CC1)N1C=NC2=C1C=CC(=C2)NC=2N=NC(=CC2)C)N2C[C@H](C[C@H]2C)C#N